N-(5-(3-chlorobenzyl)thiazol-2-yl)-1-methyl-6-oxo-1,4,5,6-tetrahydropyridazine-3-carboxamide ClC=1C=C(CC2=CN=C(S2)NC(=O)C2=NN(C(CC2)=O)C)C=CC1